4-((R)-3-((4-bromo-2-((2S,6R)-2,6-dimethylmorpholin-4-carbonyl)-6-nitrophenyl)amino)piperidin-1-carbonyl)-6-methylpyridin-2(1H)-one BrC1=CC(=C(C(=C1)[N+](=O)[O-])N[C@H]1CN(CCC1)C(=O)C1=CC(NC(=C1)C)=O)C(=O)N1C[C@@H](O[C@@H](C1)C)C